3-(aminomethyl)tetrahydropyran-4-ol NCC1COCCC1O